C(CCCCCCC)(=O)OC(CCCCC)=O caproyl octanoate